3-(((2,6-bis(bis(2-methoxyethyl)amino)-8-(4-methyl-3-oxopiperazin-1-yl)pyrimido[5,4-d]pyrimidin-4-yl)amino)methyl)benzamide COCCN(C=1N=C(C2=C(N1)C(=NC(=N2)N(CCOC)CCOC)N2CC(N(CC2)C)=O)NCC=2C=C(C(=O)N)C=CC2)CCOC